N-(5-chloro-6-(difluoromethoxy)pyridin-3-yl)-N'-(2-chloro-8-(propan-2-yl)imidazo[1,2-b]pyridazin-7-yl)urea ClC=1C=C(C=NC1OC(F)F)NC(=O)NC1=C(C=2N(N=C1)C=C(N2)Cl)C(C)C